COS(=O)(=O)CC1CN(C1)C1=CC(=CC(=C1)F)Cl (1-(3-chloro-5-fluorophenyl)azetidin-3-yl)methanesulfonic acid methyl ester